C[C@H]1C[NH2+]CCC2=C1C=C(C=C2)Cl The molecule is an organic cation that is the conjugate base of lorcaserin, obtained by protonation of the endoc yclic amino group. It has a role as a serotonergic agonist. It is an organic cation and an ammonium ion derivative.